C(C)C(CCC)P(C(CCC)CC)C(CCC)CC tri(ethyl-butyl)phosphine